(4-pyridyl)ethanone N1=CC=C(C=C1)C(C)=O